3-cyclopentyldimethylamine C1CC(CC1)N(C)C